C(COCCC(=O)ON1C(CCC1=O)=O)OCCC(=O)ON1C(CCC1=O)=O bis(2,5-dioxopyrrolidin-1-yl) 3,3'-(ethane-1,2-diylbis(oxy))dipropionate